C1(CC1)C=1N=CC2=CC3=C(C(=C2C1)S(NCC(C)(C)F)(=O)=O)CC(C3)NC(=O)C=3C=NC=CC3 N-[3-cyclopropyl-5-[(2-fluoro-2-methylpropyl)sulfamoyl]-7,8-dihydro-6H-cyclopenta[g]isoquinolin-7-yl]pyridine-3-carboxamide